2-(4-(4-(2-methoxyethoxy)phenyl)-1-piperazinyl)-7H-pyrazolo(4,3-e)(1,2,4)triazolo(1,5-c)pyrimidine-5-amine COCCOC1=CC=C(C=C1)N1CCN(CC1)C1=NN2C(=NC3=C(C2=N1)C=NN3)N